BrC1=C(C(=C(C=C1)O)C1CCNCC1)Cl 4-bromo-3-chloro-2-(piperidin-4-yl)phenol